FC1=CC=CC2=C1N=C1N2C(CC1)CF 5-fluoro-1-(fluoromethyl)-2,3-dihydro-1H-benzo[d]pyrrolo[1,2-a]imidazol